4-amino-3-(cyclopropylcarbamoyl)-7-fluoro-8-(2-methoxypyridin-3-yl)cinnoline 2-oxide NC1=C([N+](=NC2=C(C(=CC=C12)F)C=1C(=NC=CC1)OC)[O-])C(NC1CC1)=O